4-(((((1R,4R)-4-hydroxy-4-methylcyclohexyl)methyl)amino)-3-nitrophenyl)benzamide ethyl-6-ethoxy-2-((1-methylpiperidin-4-yl)methyl)-1-oxoisoindoline-5-carboxylate C(C)OC(=O)C=1C=C2CN(C(C2=CC1OCC)=O)CC1CCN(CC1)C.OC1(CCC(CC1)CNC1=C(C=CC=C1[N+](=O)[O-])C1=CC=C(C(=O)N)C=C1)C